O[C@@H](C(=O)[O-])CCC(=O)[O-].[Na+].[Na+] Disodium (R)-2-Hydroxyglutarate